C(C1=CC=CC=C1)C(=O)O.C(C)(C)(C)OC(=O)NCCNNC1=C(C=CC=C1Cl)Cl 1-(2-(tert-butoxycarbonylamino)ethyl)-2-(2,6-dichlorophenyl)hydrazine benzyl-formate